5-fluoro-3,3,4,4-tetramethyl-1-(8-prop-2-ynoxyimidazo[1,2-a]pyridin-3-yl)isoquinoline FC1=C2C(C(N=C(C2=CC=C1)C1=CN=C2N1C=CC=C2OCC#C)(C)C)(C)C